FC1=C2C=C(N=NC2=CC=C1)C1CNCC1 5-fluoro-3-(pyrrolidin-3-yl)cinnoline